(3-{2-chloro-4-fluoro-5-[3-methyl-2,6-dioxo-4-(trifluoromethyl)-1,2,3,6-tetrahydropyrimidin-1-yl]phenoxy}-2-pyridyloxy)acetic acid ClC1=C(OC=2C(=NC=CC2)OCC(=O)O)C=C(C(=C1)F)N1C(N(C(=CC1=O)C(F)(F)F)C)=O